[Co](C#N)C#N.C[Si](CCOCN1NNN=C1CO)(C)C (1-((2-(trimethylsilyl)ethoxy)methyl)-2H-tetrazol-5-yl)methanol cobalt(II) cyanide